COC1=CC(=CC=2N(C=NC21)CC[C@@H]2OCC2)C(=O)[O-] 4-methoxy-1-(((S)-oxetan-2-yl)methylmethyl)-1H-benzo[d]imidazole-6-carboxylate